(2S)-N-(7-chloro-6-((3S,4S)-4-(4-hydroxy-3-methyltetrahydrofuran-3-yl)piperazin-1-yl)isoquinolin-3-yl)-5,5-difluorotetrahydro-2H-pyran-2-carboxamide ClC1=C(C=C2C=C(N=CC2=C1)NC(=O)[C@H]1OCC(CC1)(F)F)N1CCN(CC1)[C@]1(COC[C@H]1O)C